3-chloro-7-[2-(1-cyclopropylpyrazol-4-yl)-6-methyl-morpholin-4-yl]-9-(2,4-difluorophenyl)-2-methyl-pyrido[1,2-a]pyrimidin-4-one ClC1=C(N=C2N(C1=O)C=C(C=C2C2=C(C=C(C=C2)F)F)N2CC(OC(C2)C)C=2C=NN(C2)C2CC2)C